N-(1,3-benzodioxol-4-ylmethyl)-N-[[2-(4-methyl-1-piperidinyl)-4-pyridinyl]methyl]ethanamine O1COC2=C1C=CC=C2CN(CC)CC2=CC(=NC=C2)N2CCC(CC2)C